N1C=C(C2=CC=CC=C12)C1(N=C(C=2OCCNC2N1)OCC)C1=CC(=NC=C1)O 4-(2-(1H-indol-3-yl)(ethoxy)-7,8-dihydro-6H-pyrimido[5,4-b][1,4]oxazin-2-yl)pyridin-2-ol